1-ethyl-3,8-dimethyl-5-[(4-methylpyridin-2-yl)amino]pyrido[2,3-d]pyrimidine-2,4,7(1h,3h,8h)-trione C(C)N1C(N(C(C2=C1N(C(C=C2NC2=NC=CC(=C2)C)=O)C)=O)C)=O